C(C)C1=CC=C(COC2=CC=C(C=C2)N=NC2=CC(=C(C=C2)N=NC2=CC=C(C=C2)C2=CC=C(C=C2)C(=O)OCC)C)C=C1 4-[4-{4-(4-ethylbenzyloxy)phenylazo}-2-methylphenylazo]-4'-ethoxycarbonyl-biphenyl